ethyl (1S,3S,5R)-5-((pent-4-en-1-yloxy)methyl)-2-azabicyclo[3.1.0]hexane-3-carboxylate HCl salt Cl.C(CCC=C)OC[C@@]12C[C@H](N[C@H]2C1)C(=O)OCC